2,7-diacetyl-naphtho[2,3-b]furan-4,9-dione C(C)(=O)C1=CC2=C(O1)C(C1=CC(=CC=C1C2=O)C(C)=O)=O